F[C@H]1[C@@]2(CC[C@H](C[C@H]1C(=C)C1=CC=C(N=N1)C1=C(C=C(C=C1)C1=NC(N(C=N1)C)=O)O)N2)C 4-(4-(6-(1-((1S,2R,3S,5R)-2-fluoro-1-methyl-8-azabicyclo[3.2.1]octan-3-yl)vinyl)pyridazin-3-yl)-3-hydroxyphenyl)-1-methyl-1,3,5-triazin-2(1H)-one